(S)-3-((2-chloro-5,6,7,8-tetrahydroquinazolin-4-yl)amino)-N,5-dimethylhexanamide ClC1=NC=2CCCCC2C(=N1)N[C@H](CC(=O)NC)CC(C)C